diisobutyl-naphthalenesulfonic acid sodium salt [Na+].C(C(C)C)C=1C(=C(C2=CC=CC=C2C1)S(=O)(=O)[O-])CC(C)C